C1(CC1)C=1SC=C(N1)C(=O)O 2-cyclopropyl-1,3-thiazole-4-carboxylic acid